(R)-2-fluoro-4-(1-phenylethoxy)benzaldehyde FC1=C(C=O)C=CC(=C1)O[C@H](C)C1=CC=CC=C1